(6-(2-hydroxy-prop-2-yl)pyridin-3-yl)boronic acid OC(C)(C)C1=CC=C(C=N1)B(O)O